ONC(C1=CC=C(C=C1)CN1C(C(C2=CC(=CC=C12)Br)=O)=O)=O N-hydroxy-4-((5-bromoindole-2,3-dione-1-yl)methyl)benzamide